NC=1N=CC(=C2C1NN=C2)NC(C(=O)N2[C@H](CC[C@@H](C2)C)C=2C=CC1=C(N=CS1)C2)=O N-(7-amino-1H-pyrazolo[3,4-c]pyridin-4-yl)-2-((2R,5S)-2-(benzo[d]thiazol-5-yl)-5-methylpiperidin-1-yl)-2-oxoacetamide